N-[4-(5-tert-butyl-1H-pyrazol-3-yl)-3-{[(dimethylamino)methylidene]sulfamoyl}phenyl]-2-(2-chlorophenyl)acetamide C(C)(C)(C)C1=CC(=NN1)C1=C(C=C(C=C1)NC(CC1=C(C=CC=C1)Cl)=O)S(N=CN(C)C)(=O)=O